CC(C(=O)C1(CNCCC1)NC(OC)=O)C(C)C Methyl (3-(2,3-dimethylbutanoyl)piperidin-3-yl)carbamate